Sodium Caprate (decanoate) C(CCCCCCCCC)(=O)[O-].OC(=O)CCCCCCCCC.[Na+]